OC1=CC=C2C(NC(C2=C1)C1=C(NC2=CC=CC=C12)CNCC1=CC=C2C=CN(C2=C1)CC=1N=CN(C1)CCCCC(NCCOCCOCCOCCNC(OC(C)(C)C)=O)=O)=O tert-butyl (17-(4-((6-((((3-(6-hydroxy-3-oxoisoindolin-1-yl)-1H-indol-2-yl)methyl)amino)methyl)-1H-indol-1-yl)methyl)-1H-imidazol-1-yl)-13-oxo-3,6,9-trioxa-12-azaheptadecyl)carbamate